CO\N=C\C=N/NC1=CC(=CC=C1)F (1E,2Z)-2-(2-(3-fluorophenyl)hydrazono)acetaldehyde O-methyloxime